NC1=NC2=CC(=CC(=C2C=C1Cl)F)CCC=1[C@H]([C@H]([C@@H](C1)N1C=CC2=C1N=CN=C2C2CC2)O)O (1s,2r,5r)-3-(2-(2-amino-3-chloro-5-fluoroquinolin-7-yl)ethyl)-5-(4-cyclopropyl-7H-pyrrolo[2,3-d]pyrimidin-7-yl)cyclopent-3-ene-1,2-diol